O[C@@]1(CC[C@@H]2[C@H]3CC[C@@]4([C@H](CC[C@H]4[C@@H]3CC[C@@H]2C1)C1(COC1)C=O)C)C 3-[(3R,5R,8R,9R,10S,13S,14S,17S)-3-hydroxy-3,13-dimethyl-2,4,5,6,7,8,9,10,11,12,14,15,16,17-tetradecahydro-1H-cyclopenta[a]phenanthren-17-yl]oxetane-3-carbaldehyde